2-(2-Chlorophenyl)-N-[4-(3-methyl-1H-pyrazol-1-yl)-3-sulfamoylphenyl]acetamide ClC1=C(C=CC=C1)CC(=O)NC1=CC(=C(C=C1)N1N=C(C=C1)C)S(N)(=O)=O